2-[[4-[3-(aminocarbonyl)-1-piperidinyl]-6-[[[4-(methylsulfonyl)phenyl]methyl]amino]-2-pyrimidinyl]amino]-4-methyl-5-thiazolecarboxylic acid ethyl ester C(C)OC(=O)C1=C(N=C(S1)NC1=NC(=CC(=N1)N1CC(CCC1)C(=O)N)NCC1=CC=C(C=C1)S(=O)(=O)C)C